FC(C=1C=C(C=C(C1)C(F)(F)F)NC1=CC=C(C=N1)C(=O)OC)(F)F Methyl 6-{[3,5-bis(trifluoromethyl)phenyl]amino}pyridine-3-carboxylate